ClCC1=CC=C(C=C1)N1C(=NC=2C1=NC(=CC2)C2=C(C=NC=C2)OC)C=2C(=NC=CC2)N 3-(3-(4-(Chloromethyl)phenyl)-5-(3-methoxypyridin-4-yl)-3H-imidazo[4,5-b]pyridin-2-yl)pyridin-2-amine